2-((4-(acetamidomethyl)phenyl)sulfonamido)-N-(4-phenylthiazol-2-yl)-4-(trifluoromethyl)benzamide C(C)(=O)NCC1=CC=C(C=C1)S(=O)(=O)NC1=C(C(=O)NC=2SC=C(N2)C2=CC=CC=C2)C=CC(=C1)C(F)(F)F